methyl (Z)-2-(5-bromo-2-methylbenzyl)-3-methoxyacrylate BrC=1C=CC(=C(C/C(/C(=O)OC)=C/OC)C1)C